[C@@H]1(CCC2=CC=CC=C12)N[C@@H]1C(N([C@H](C1)C1=CC(=CC=C1)I)C1=CC=C(C=C1)C(F)(F)F)=O (3S,5R)-3-(((S)-2,3-Dihydro-1H-Inden-1-Yl)Amino)-5-(3-Iodophenyl)-1-(4-(Trifluoromethyl)Phenyl)Pyrrolidin-2-One